C1(CCCC1)COC1=CC(=C(C(=O)NS(=O)(=O)C2=C(C=C(C=C2F)N[C@@H]2[C@H](CCCC2)N(C)C)F)C=C1C1CC1)F 4-(cyclopentylmethoxy)-5-cyclopropyl-N-((4-(((1S,2S)-2-(dimethylamino)-cyclohexyl)amino)-2,6-difluorophenyl)sulfonyl)-2-fluorobenzamide